5-{4-(trifluoromethyl)phenoxy}chroman-3-amine FC(C1=CC=C(OC2=C3CC(COC3=CC=C2)N)C=C1)(F)F